O1[C@H](COCC1)CN1N=C2C3=C(CC(C2=C1)C)OC(=C3C(F)(F)F)C(=O)NCC3=NC=CN=C3 2-{[(2S)-1,4-dioxan-2-yl]methyl}-4-methyl-N-[(pyrazin-2-yl)methyl]-8-(trifluoromethyl)-4,5-dihydro-2H-furo[2,3-g]indazole-7-carboxamide